C(C1=CC=CC=C1)OC(=O)[C@H]1N(C[C@@H](C1)O)C([C@H](C(C)(C)C)NC(=O)OC(C)(C)C)=O (2S,4R)-1-((S)-2-((tert-Butoxycarbonyl)amino)-3,3-dimethylbutanoyl)-4-hydroxypyrrolidine-2-carboxylic acid benzyl ester